N1=CC=C(C=C1)C=1C=2C=CC(=C(C3=CC=C(N3)C(=C3C=CC(C(=C4C=CC1N4)C4=CC=NC=C4)=N3)C3=CC=NC=C3)C3=CC=[NH+]C=C3)N2 4-(10,15,20-tris(pyridin-4-yl)porphyrin-5-yl)pyridin-1-ium